C(CCCCCCCCCCCCCCC)(=O)N[C@@H](CC1=CC=CC=C1)C(=O)O Palmitoyl-PhenylAlanine